N-(2-aminoethyl)-2-(benzo[d]oxazol-2-yl-amino)-1-methyl-1H-benzo[d]imidazole-5-carboxamide hydrochloride Cl.NCCNC(=O)C1=CC2=C(N(C(=N2)NC=2OC3=C(N2)C=CC=C3)C)C=C1